N1=CN=C(C2=C1NC=C2)ONC2=CC=CC=C2 ((7H-pyrrolo[2,3-D]pyrimidin-4-yl)oxy)aniline